N-(4-chlorophenyl)-N-ethyl-6-(4-(trifluoromethoxy)phenyl)pyrazine-2-carboxamide ClC1=CC=C(C=C1)N(C(=O)C1=NC(=CN=C1)C1=CC=C(C=C1)OC(F)(F)F)CC